O[C@@H](CCOC(C[C@@H](C)O)=O)C.FC1=C(C(=CC=C1)F)C1CC(=NO1)C=1N=C(SC1)C1CCN(CC1)C(COC1=NC=CN=C1C(F)(F)F)=O 1-(4-(4-(5-(2,6-difluorophenyl)-4,5-dihydroisoxazol-3-yl)thiazol-2-yl)piperidin-1-yl)-2-((3-(trifluoromethyl)pyrazin-2-yl)oxy)ethan-1-one (R)-(R)-3-hydroxybutyl-3-hydroxybutanoate